2-[(2-Methylbenzoyl)amino]-N-(2-morpholin-4-ylethyl)benzamid CC1=C(C(=O)NC2=C(C(=O)NCCN3CCOCC3)C=CC=C2)C=CC=C1